ClC=1C(=C(C#N)C=C(C1)C1=CCCC2=CC(=CC=C12)O)OCCCl 3-chloro-2-(2-chloroethoxy)-5-(6-hydroxy-3,4-dihydronaphthalen-1-yl)benzonitrile